Hydroxy(phosphanylcarboxamide) ONC(=O)P